C12CCC(CC1)N2CC=2C=CC=1N(C2)C=C(N1)CNC(=O)C=1N=C2N(C(C1)=O)C=CC=C2 N-{[6-({7-azabicyclo[2.2.1]heptan-7-yl}methyl)imidazo[1,2-a]pyridin-2-yl]methyl}-4-oxo-4H-pyrido[1,2-a]pyrimidine-2-carboxamide